1-(3-acetyl-6-chloro-2-pyridinyl)-3-methyl-azetidine-3-carbonitrile C(C)(=O)C=1C(=NC(=CC1)Cl)N1CC(C1)(C#N)C